({Bis[(hydroxymethyl)methyl]phosphoryl}methoxy)methanol OCCP(=O)(CCO)COCO